N-(2-(5-((4-(5-cyanopyridazin-3-yl)piperazin-1-yl)sulfonyl)indoline-1-carbonyl)phenyl)-N-methylmethanesulfonamide C(#N)C=1C=C(N=NC1)N1CCN(CC1)S(=O)(=O)C=1C=C2CCN(C2=CC1)C(=O)C1=C(C=CC=C1)N(S(=O)(=O)C)C